(S)-1'-(5-((8-methyl-1,5-naphthyridin-4-yl)thio)-1H-imidazo[4,5-b]pyrazin-2-yl)-1,3-dihydrospiro[indene-2,4'-piperidin]-1-amine CC=1C=CN=C2C(=CC=NC12)SC=1N=C2C(=NC1)NC(=N2)N2CCC1(CC2)[C@@H](C2=CC=CC=C2C1)N